ClC1=CC=C(N=N1)NNC(=O)[C@@H]1C[C@@H](CCC1)NC([O-])=O N-[(1R,3S)-3-[[(6-chloropyridazin-3-yl)amino]carbamoyl]cyclohexyl]carbamate